(S)-1-(6-(4-(2-aminoethyl)phenyl)-2-methyl-3,4-dihydroquinolin-1(2H)-yl)ethan-1-one NCCC1=CC=C(C=C1)C=1C=C2CC[C@@H](N(C2=CC1)C(C)=O)C